benzyl 5-[4-(1-tert-butoxycarbonylpiperidine-4-carbonyl)piperazin-1-yl]-3,4-dihydro-2H-quinoline-1-carboxylate C(C)(C)(C)OC(=O)N1CCC(CC1)C(=O)N1CCN(CC1)C1=C2CCCN(C2=CC=C1)C(=O)OCC1=CC=CC=C1